1-((S)-1-(pyridin-2-yl)ethyl)-3-((4-(4-(trifluoromethyl)phenyl)-4,5,6,7-tetrahydropyrazolo[1,5-a]pyrimidin-6-yl)methyl)urea N1=C(C=CC=C1)[C@H](C)NC(=O)NCC1CN(C=2N(C1)N=CC2)C2=CC=C(C=C2)C(F)(F)F